1-benzyl-3-methylidenecyclobutane-1-carbonitrile C(C1=CC=CC=C1)C1(CC(C1)=C)C#N